C(C)N1CCC2(CC2C(=O)N[C@@H](CCCCCC(CC)=O)C=2N=C(NC2C2=CC(=CC=C2)OC)C2=CC=C(C=C2)F)CC1 6-ethyl-N-((S)-1-(2-(4-fluorophenyl)-5-(3-methoxyphenyl)-1H-imidazol-4-yl)-7-oxononyl)-6-azaspiro[2.5]octane-1-carboxamide